C(C)(C)(C)OC(=O)N1C[C@@H](CC1)[C@@H](C(=O)OC(C)(C)C)CC1=CC(=CC=C1)Br (3S)-3-[(2S)-3-(3-bromophenyl)-1-(tert-butoxy)-1-oxopropane-2-yl]pyrrolidine-1-carboxylic acid tert-butyl ester